tri-n-propyl-monomethyl-ammonium monomethyl-carbonate COC([O-])=O.C(CC)[N+](C)(CCC)CCC